C(C)(C)(C)OC(=O)N1[C@@H]2[C@@H]([C@@H](C[C@H]1CCC2)N(C)C=2N=NC(=CN2)C2=C(C=C(C=C2)Br)OCOC)F (1S,2R,3R,5R)-3-((6-(4-bromo-2-(methoxymethoxy)phenyl)-1,2,4-triazin-3-yl)(methyl)amino)-2-fluoro-9-azabicyclo[3.3.1]nonane-9-carboxylic acid tert-butyl ester